BrC=1C(=NC(=CC1)S(=O)(=O)C)C 3-bromo-2-methyl-6-(methyl-sulfonyl)pyridine